N-(3-(N-methyl(3-carboxypropyl)amino)phenoxazin-7-ylidene)-N-methylmethanaminium chloride [Cl-].CN(C=1C=CC=2N=C3C=CC(C=C3OC2C1)=[N+](C)C)CCCC(=O)O